Nα-lauroylarginine C(CCCCCCCCCCC)(=O)N[C@@H](CCCNC(N)=N)C(=O)O